ClC1=C(C=C(C(=C1)F)OC)C1=CC=2NC(N(C(C2S1)=O)C=1C=NC=C2C=CC(=NC12)C)=O 6-(2-chloro-4-fluoro-5-methoxyphenyl)-3-(2-methyl-1,6-naphthyridin-8-yl)thieno[3,2-d]pyrimidine-2,4(1H,3H)-dione